tert-Butyl 4-((Benzyloxy)methyl)-4-((5-methoxy-5-oxopentyl)formamido)piperidine-1-carboxylate C(C1=CC=CC=C1)OCC1(CCN(CC1)C(=O)OC(C)(C)C)NC(=O)CCCCC(=O)OC